tert-butyl N-[(1S)-1-(2-pyrimidin-2-yl-1,2,4-triazol-3-yl) ethyl]Carbamate N1=C(N=CC=C1)N1N=CN=C1[C@H](C)NC(OC(C)(C)C)=O